methyl (4aS,6aR,6bS,8aR,9R,12aS,14aR,14bS)-11-cyano-9-hydroxy-2,2,6a,6b,9,12a-hexamethyl-10,14-dioxo-1,3,4,5,6,6a,6b,7,8,8a,9,10,12a,14,14a,14b-hexadecahydropicene-4a(2H)-carboxylate C(#N)C=1C([C@]([C@@H]2CC[C@]3([C@@]4(CC[C@]5(CCC(C[C@H]5[C@H]4C(C=C3[C@]2(C1)C)=O)(C)C)C(=O)OC)C)C)(C)O)=O